2,6-dibromo-1-trifluoromethylbenzene BrC1=C(C(=CC=C1)Br)C(F)(F)F